C(C1=CC=CC=C1)ON1C(C=C(C=C1)NC=1OC(=NN1)C1=CC=C(C=C1)C(F)(F)F)=O (benzyloxy)-4-((5-(4-(trifluoromethyl)phenyl)-1,3,4-oxadiazol-2-yl)amino)pyridin-2(1H)-one